FC1(CC(CC1)OC1=C(C=C(COC=2C=C3N(C(N2)=O)CC2N3CCC2)C=C1F)F)F 3-((4-((3,3-difluorocyclopentyl)oxy)-3,5-difluorobenzyl)oxy)-7,8,8a,9-tetrahydropyrrolo[1',2':3,4]imidazo[1,2-c]pyrimidin-1(6H)-one